5-((2',3'-difluoro-3,6-dihydro-[4,4'-bipyridyl]-1(2H)-yl)methyl)-2-(2,6-dioxopiperidin-3-yl)isoindoline-1,3-dione FC1=NC=CC(=C1F)C=1CCN(CC1)CC=1C=C2C(N(C(C2=CC1)=O)C1C(NC(CC1)=O)=O)=O